ClC1=CC=C(C=C1)N(S(=O)(=O)C1=CC=C(C(=O)NC=2SC=C(N2)C2=NC=CC=C2)C=C1)C 4-(N-(4-chlorophenyl)-N-methylsulfamoyl)-N-(4-(pyridin-2-yl)thiazol-2-yl)benzamide